C(C)O[C@H]1O[C@@H]([C@H]([C@@H]([C@H]1O)O)O)CO (2S,3R,4S,5S,6R)-2-ethoxy-6-hydroxymethyl-tetrahydropyran-3,4,5-triol